COC1=CC=C(C=C1)C(C1=CC=CC=C1)(C1=CC=CC=C1)SCCCC(=O)O 4-{[(4-methoxyphenyl)diphenylmethyl]sulfanyl}butanoic acid